BrC1=C(O[Si](C)(C)C)C(=CC=C1F)F (2-bromo-3,6-difluorophenoxy)trimethylsilane